CC1(OC2=C(C1)C=CC(=C2)C(C)O)C 1-(2,2-dimethyl-2,3-dihydrobenzofuran-6-yl)ethan-1-ol